C(C)OC(/C=C/C1CCC2(CCN(CC2)C(=O)OC(C)(C)C)CC1)=O Tert-butyl (E)-9-(3-ethoxy-3-oxoprop-1-en-1-yl)-3-azaspiro[5.5]undecane-3-carboxylate